(S)-2-(6,6a,7,8,9,10-hexahydro-5H-pyrazino[1',2':4,5]pyrazino[2,3-c]pyridazin-2-yl)phenol C1=C2C(=NN=C1C1=C(C=CC=C1)O)NC[C@H]1N2CCNC1